OC=1C=C(C=C2C(C3=CC=CC=C3C2=O)=O)C=CC1O 2-(3,4-dihydroxybenzylidene)-1H-indene-1,3(2H)-dione